4-(furo[3,2-c]pyridin-4-yl)-N-(pyridin-4-yl)benzamide O1C=CC=2C(=NC=CC21)C2=CC=C(C(=O)NC1=CC=NC=C1)C=C2